C(#N)C=1C(=NSC1C(=O)O)C1=CC=CC=C1 4-CYANO-3-PHENYLISOTHIAZOLE-5-CARBOXYLIC ACID